(7S,8S)-8-Hydroxy-7-((R)-5H-imidazo[5,1-a]isoindol-5-yl)-5,6,7,8-tetrahydronaphthalen-2-sulfonamid O[C@H]1[C@@H](CCC=2C=CC(=CC12)S(=O)(=O)N)[C@H]1N2C(C3=CC=CC=C13)=CN=C2